7-Chloro-4-[4-(N-ethyl-N-β-hydroxyethylamino)-1-methylbutylamino]quinoline sulfate S(=O)(=O)(O)O.ClC1=CC=C2C(=CC=NC2=C1)NC(CCCN(CCO)CC)C